2-(diethoxymethyl)-4,4-dimethylcyclohexanone C(C)OC(C1C(CCC(C1)(C)C)=O)OCC